2-[5-(2,2-dimethylmorpholin-4-yl)-2-fluoro-3-(trifluoromethyl)phenyl]-5-ethyl-4-[(1-ethyl-1H-pyrazol-4-yl)methyl]-2,4-dihydro-3H-1,2,4-triazol-3-one CC1(CN(CCO1)C=1C=C(C(=C(C1)N1N=C(N(C1=O)CC=1C=NN(C1)CC)CC)F)C(F)(F)F)C